2-(2-cyclopropyl-4-methoxyphenyl)-8-(difluoromethyl)-3-(oxazol-5-ylmethyl)benzo[4,5]thieno[2,3-d]pyrimidin-4(3H)-one C1(CC1)C1=C(C=CC(=C1)OC)C=1N(C(C2=C(N1)SC1=C2C=CC=C1C(F)F)=O)CC1=CN=CO1